methylsulfonyl-N1-(2-{[(benzyloxy)carbonyl]amino}ethyl)-L-isoleucine amide CS(=O)(=O)N[C@@H]([C@@H](C)CC)C(=O)NCCNC(=O)OCC1=CC=CC=C1